(2S,3R)-2-[(tert-butoxycarbonyl)amino]-3-hydroxy-3-[4-(methylsulfonyl)phenyl]propanoic acid methyl ester COC([C@H]([C@@H](C1=CC=C(C=C1)S(=O)(=O)C)O)NC(=O)OC(C)(C)C)=O